Cl.CN1C(N(C2=C1C=C(C=C2)N2CC(CCC2)NC)C2C(NC(CC2)=O)=O)=O 3-(3-Methyl-5-(3-(methylamino)piperidin-1-yl)-2-oxo-2,3-dihydro-1H-benzo[d]imidazol-1-yl)piperidine-2,6-dione hydrochloride